3-difluoromethyl-1H-pyrazol-1-yl-cyclohexylmethyl formate C(=O)OC(C1CCCCC1)N1N=C(C=C1)C(F)F